5-(ethanesulfonyl)-N-hydroxy-6-[7-methyl-3-(1,1,2,2,2-pentafluoroethyl)-7H-imidazo[4,5-c]pyridazin-6-yl]pyridine-3-carboximidamide C(C)S(=O)(=O)C=1C=C(C=NC1C1=NC2=C(N=NC(=C2)C(C(F)(F)F)(F)F)N1C)C(NO)=N